ClC1=NC=C(C(=N1)C1=CN(C2=NC=CC=C21)C2=CC=C(C=C2)C)Cl 3-(2,5-dichloropyrimidin-4-yl)-1-p-tolyl-1H-pyrrolo[2,3-b]pyridine